tert-butyl N-[5-fluoro-4-({2-[(1-methyl-1H-pyrazol-4-yl)amino]-5-[4-(trifluoromethyl)phenyl]pyrimidin-4-yl}amino)pyridin-2-yl]carbamate FC=1C(=CC(=NC1)NC(OC(C)(C)C)=O)NC1=NC(=NC=C1C1=CC=C(C=C1)C(F)(F)F)NC=1C=NN(C1)C